1-(2-chlorophenyl)-7-cyclopropyl-4-((2-methoxyethyl)amino)quinazolin-2(1H)-one ClC1=C(C=CC=C1)N1C(N=C(C2=CC=C(C=C12)C1CC1)NCCOC)=O